1-((3R,4R)-4-(3-((4-amino-5-(3-methoxy-4-((6-methylpyridin-2-yl)oxy)phenyl)-7-methyl-7H-pyrrolo[2,3-d]pyrimidin-6-yl)ethynyl)azetidin-1-yl)-3-hydroxypiperidin-1-yl)prop-2-en-1-one NC=1C2=C(N=CN1)N(C(=C2C2=CC(=C(C=C2)OC2=NC(=CC=C2)C)OC)C#CC2CN(C2)[C@H]2[C@@H](CN(CC2)C(C=C)=O)O)C